C(C)(C)(C)OC(=O)N1CC(=CC1)C1=CC(=C(C=C1)N)CC 3-(4-amino-3-ethylphenyl)-2,5-dihydro-1H-pyrrole-1-carboxylic acid tert-butyl ester